5-(1-((2R,5S)-2,5-diethylpiperazin-1-yl)ethyl)pyrazolo[1,5-a]pyridine C(C)[C@H]1N(C[C@@H](NC1)CC)C(C)C1=CC=2N(C=C1)N=CC2